ClC=1C=NC(=C(C(=O)NC2CCC(CC2)CN2C(N(C3=C2C=CC=C3)C=3C=NC(=CC3)C3CC3)=O)C1)C 5-chloro-N-((1r,4r)-4-((3-(6-cyclopropylpyridin-3-yl)-2-oxo-2,3-dihydro-1H-benzo[d]imidazol-1-yl)methyl)cyclohexyl)-2-methylnicotinamide